N-(3-((3,3-difluorocyclobutoxy)methyl)-1-methyl-1H-indazol-5-yl)-4-(ethylsulfanyl)-2-(6-azaspiro[2.5]oct-6-yl)benzamide FC1(CC(C1)OCC1=NN(C2=CC=C(C=C12)NC(C1=C(C=C(C=C1)SCC)N1CCC2(CC2)CC1)=O)C)F